NC1=C(C(=NC=C1C(=O)OCC)OC1=CC=C(C=C1)N1CCOCC1)Br ethyl 4-amino-5-bromo-6-(4-morpholinophenoxy)nicotinate